3-(1H-benzo[d]imidazol-5-yl)-1-phenethyl-4-(4-propoxyphenyl)imidazolidin-2-one N1C=NC2=C1C=CC(=C2)N2C(N(CC2C2=CC=C(C=C2)OCCC)CCC2=CC=CC=C2)=O